3-(1,1-difluoroprop-1-en-2-yl)piperidin-3-amine hydrochloride Cl.FC(=C(C)C1(CNCCC1)N)F